COP(OC)(=O)CS(=O)(=O)C1=CC=C(C=C1)NC(=O)C1=NC(=CN=C1N)C1=C(C=CC(=C1)F)Cl.COC=1C=C(C=CC1)CC(=O)NC=1C=C2C=CC=NC2=CC1 2-(3-methoxyphenyl)-N-(quinolin-6-yl)acetamide dimethyl-(4-(3-amino-6-(2-chloro-5-fluorophenyl)pyrazine-2-carboxamido)phenylsulfonyl)methylphosphonate